tert-Butyl (S)-2-(hydroxymethyl-d2)-2,3,6,7-tetrahydro-1H-azepine-1-carboxylate OC([C@H]1N(CCC=CC1)C(=O)OC(C)(C)C)([2H])[2H]